NC1(CCC(CC1)C(C)(C)N)C 1-amino-1-methyl-4-(2-amino-2-propyl)cyclohexane